2-(((1R)-1-(2-cyano-3-(4-(2-cyano-phenyl)-2-methylpiperazin-1-yl)-7-methylquinoxalin-5-yl)ethyl)amino)-benzoic acid C(#N)C1=NC2=CC(=CC(=C2N=C1N1C(CN(CC1)C1=C(C=CC=C1)C#N)C)[C@@H](C)NC1=C(C(=O)O)C=CC=C1)C